tri-iso-propyl orthobutyrate C(CCC)(OC(C)C)(OC(C)C)OC(C)C